N-{4-[7-(Cyclopropylmethyl)-3-(4-fluorophenyl)-5-methyl-4-oxo-4,5,6,7-tetrahydro-1H-pyrrolo-[3,2-c]pyridin-2-yl]pyridin-2-yl}-4,4-difluoro-2-(4-fluorophenyl)butanamide C1(CC1)CC1C2=C(C(N(C1)C)=O)C(=C(N2)C2=CC(=NC=C2)NC(C(CC(F)F)C2=CC=C(C=C2)F)=O)C2=CC=C(C=C2)F